tert-butyl ((S)-1-((S)-7-hydroxy-3-(((R)-1,2,3,4-tetrahydronaphthalen-1-yl) carbamoyl)-3,4-dihydroisoquinolin-2(1H)-yl)-3,3-dimethyl-1-oxobutan-2-yl)carbamate OC1=CC=C2C[C@H](N(CC2=C1)C([C@H](C(C)(C)C)NC(OC(C)(C)C)=O)=O)C(N[C@@H]1CCCC2=CC=CC=C12)=O